BrC=1C=CC=2C(=C(C=C3C(NN(C23)C2=CC=CC=C2)=O)OC)C1 7-bromo-5-methoxy-1-phenyl-1H-benzo[g]indazol-3(2H)-one